1-(1-(3-(2-methoxyethyl)-7-morpholino-3H-imidazo[4,5-b]pyridin-5-yl)-3-(m-tolyl)-1H-pyrazol-5-yl)-N,N-dimethylmethanamine COCCN1C=NC=2C1=NC(=CC2N2CCOCC2)N2N=C(C=C2CN(C)C)C=2C=C(C=CC2)C